N-[3-chloro-4-[4-(1,1-dimethylpiperidin-1-ium-4-carbonyl)piperazine-1-carbonyl]phenyl]-1-methyl-5-[1-[5-(methylamino)-2-pyridyl]-3-(trifluoromethyl)pyrazol-4-yl]imidazole-2-carboxamide ClC=1C=C(C=CC1C(=O)N1CCN(CC1)C(=O)C1CC[N+](CC1)(C)C)NC(=O)C=1N(C(=CN1)C=1C(=NN(C1)C1=NC=C(C=C1)NC)C(F)(F)F)C